C(C)(=O)C1=CC=C(C=N1)N(C(=O)NC1=CC(=C(C=C1)F)Cl)CC=1C2=C(NN1)COCC2 1-(6-Acetylpyridin-3-yl)-3-(3-chloro-4-fluorophenyl)-1-((1,4,5,7-tetrahydropyrano[3,4-c]pyrazol-3-yl)methyl)urea